N1=CN=CC2=C1CCN(C2)C(=O)[C@@H]2CC21CCN(CC1)C(=O)OC(C(F)(F)F)C(F)(F)F |o1:12| 1,1,1,3,3,3-hexafluoro-propan-2-yl (R or S)-1-(5,6,7,8-tetra-hydropyrido-[4,3-d]pyrimidine-6-carbonyl)-6-azaspiro[2.5]-octane-6-carboxylate